C(CC=CCC)O (Z)- or (E)-3-hexene-1-ol